5-[1-(benzylcarbamoyl)azetidin-3-yl]-1,3-thiazole-4-carboxylic acid ethyl ester C(C)OC(=O)C=1N=CSC1C1CN(C1)C(NCC1=CC=CC=C1)=O